3-[2-Fluoro-4-(morpholinomethyl)anilino]-5-(methylamino)-6-(3-methylimidazo[4,5-c]pyridin-7-yl)pyrazin FC1=C(NC=2C=NC(=C(N2)NC)C=2C3=C(C=NC2)N(C=N3)C)C=CC(=C1)CN1CCOCC1